N-((6-(3,3-dimethylpiperazin-1-yl)pyridin-2-yl)methyl)-5-(3-fluoropyridin-4-yl)-7H-pyrrolo[2,3-d]pyrimidin-4-amine CC1(CN(CCN1)C1=CC=CC(=N1)CNC=1C2=C(N=CN1)NC=C2C2=C(C=NC=C2)F)C